FC=1C=CC=C2[C@@H](N3C(C12)=CN=C3)C3C(COCC3)O 4-((s)-9-fluoro-5H-imidazo[5,1-a]isoindol-5-yl)tetrahydro-2H-pyran-3-ol